tert-butyl N-tert-butoxycarbonyl-N-[3-fluoro-4-[[4-methyl-5-[(2-methyl-2-azaspiro[3.3]heptan-6-yl)oxy]-3-pyridyl]methyl]-2-pyridyl]carbamate C(C)(C)(C)OC(=O)N(C(OC(C)(C)C)=O)C1=NC=CC(=C1F)CC=1C=NC=C(C1C)OC1CC2(CN(C2)C)C1